C(C)S(=O)(=O)N([C@H]1C([C@H](N(C1)C(=O)OC(C)(C)C)CC(=O)OC)(F)F)CC1=CC=C(C=C1)OC tert-Butyl (2R,4R)-4-{(ethanesulfonyl) [(4-methoxyphenyl)methyl]amino}-3,3-difluoro-2-(2-methoxy-2-oxoethyl)pyrrolidine-1-carboxylate